COC(=O)C=1C=CC2=C(N(C=N2)CC2=CN=NN2CC)C1 1-((1-ethyl-1H-1,2,3-triazol-5-yl)methyl)-1H-benzo[d]imidazole-6-carboxylic acid methyl ester